tert-butyl (6S)-2-chloro-6-ethyl-5,6,7,9-tetrahydro-8H-pyrido[2,3-c]azepine-8-carboxylate ClC=1C=CC2=C(CN(C[C@H](C2)CC)C(=O)OC(C)(C)C)N1